Cl.FC=1C=C2C(N(C=NC2=CC1)C[C@@H]1CCN(CC12CCCC2)C(=O)N2[C@@H](C[C@@H](CC2)N2CCOCC2)C2=CC=CC=C2)=O 6-Fluoro-3-(((R)-7-((2S,4R)-4-morpholino-2-phenylpiperidine-1-carbonyl)-7-azaspiro[4.5]decan-10-yl)methyl)quinazolin-4(3H)-one hydrochloride